N-(4-(benzofuran-6-yl)benzyl)-N-(3-(1-cyclopropyl-1H-pyrazol-4-yl)phenyl)cyclohexanamide O1C=CC2=C1C=C(C=C2)C2=CC=C(CN(C(=O)C1CCCCC1)C1=CC(=CC=C1)C=1C=NN(C1)C1CC1)C=C2